2-[7-(3-iodo-4-methyl-pyrazol-1-yl)-2,3-dihydro-1,4-benzoxazin-4-yl]acetic acid methyl ester COC(CN1CCOC2=C1C=CC(=C2)N2N=C(C(=C2)C)I)=O